methyl N-[5-(2-{5-[(1R,4R,7R)-7-amino-2-azabicyclo[2.2.1]heptane-2-carbonyl]-7-methoxy-1-methyl-1H-1,3-benzodiazol-2-yl}-1-(cyclopropylmethyl)-1H-indol-7-yl)pyridin-2-yl]carbamate N[C@H]1[C@@H]2N(C[C@H]1CC2)C(=O)C2=CC1=C(N(C(=N1)C=1N(C3=C(C=CC=C3C1)C=1C=CC(=NC1)NC(OC)=O)CC1CC1)C)C(=C2)OC